N-((2S)-1,1-dicyclopropyl-3-((2-((R)-4-isopropyl-2-oxoimidazolidin-1-yl)-2-(o-tolylcarbamoyl)-2,3-dihydro-1H-inden-5-yl)amino)-3-oxopropan-2-yl)-4-methyl-1,2,5-oxadiazole-3-carboxamide C1(CC1)C([C@@H](C(=O)NC=1C=C2CC(CC2=CC1)(C(NC1=C(C=CC=C1)C)=O)N1C(N[C@@H](C1)C(C)C)=O)NC(=O)C1=NON=C1C)C1CC1